1-(3-fluoro-2-methylphenyl)-3-(8-hydroxy-1,1-dioxothiochroman-7-yl)urea FC=1C(=C(C=CC1)NC(=O)NC1=CC=C2CCCS(C2=C1O)(=O)=O)C